3-hexyloxy-ethylene oxide CCC(CCC)OC1CO1